Cl.N1CC(CC1)C(=O)N pyrrolidine-3-carboxamide hydrochloride